CC=1C=CC=2C(N3C(=NC2C1)CCC3)=O 6-methyl-2,3-dihydropyrrolo[2,1-b]quinazolin-9(1H)-one